(4-methoxy-2-methylphenyl)(3-methyl-2-oxo-1-(tetrahydro-2H-pyran-4-yl)-2,3-dihydro-1H-imidazo[4,5-c]pyridin-6-yl)carbamic acid benzyl ester C(C1=CC=CC=C1)OC(N(C1=CC2=C(C=N1)N(C(N2C2CCOCC2)=O)C)C2=C(C=C(C=C2)OC)C)=O